tris(2,4-di-t-butylphenyl)pentaerythritol diphosphite OP(O)OP(O)O.C(C)(C)(C)C1=C(C=CC(=C1)C(C)(C)C)C(C(C(O)(C1=C(C=C(C=C1)C(C)(C)C)C(C)(C)C)C1=C(C=C(C=C1)C(C)(C)C)C(C)(C)C)(CO)CO)O